2-(2-(4-Methylpiperazin-1-yl)ethoxy)-4-phenyl-N-(4-phenylbut-2-yn-1-yl)-1H-imidazole-1-carboxamide CN1CCN(CC1)CCOC=1N(C=C(N1)C1=CC=CC=C1)C(=O)NCC#CCC1=CC=CC=C1